(2S)-2-amino-N-[1-[1-(3-chloro-6-oxo-1H-pyridazin-5-yl)-3,3-difluoro-propyl]pyrazol-4-yl]-3,3-dicyclopropyl-propanamide N[C@H](C(=O)NC=1C=NN(C1)C(CC(F)F)C1=CC(=NNC1=O)Cl)C(C1CC1)C1CC1